thieno[3,4-e][1,4]dioxin O1C=COC=2C1=CSC2